FC1=CC=C(C=C1)NC(=O)C=1C(OC2=CC(=C(C=C2C1)OC)OCCCOC=1C(=[N+](ON1)[O-])S(=O)(=O)C1=CC=CC=C1)=O 4-(3-((3-((4-fluorophenyl)carbamoyl)-6-methoxy-2-oxo-2H-chromen-7-yl)oxy)propoxy)-3-(phenylsulfonyl)-1,2,5-oxadiazole-2-oxide